C(=O)(OC(C)(C)C)N1C[C@@H](NCC1)C (S)-4-boc-2-methylpiperazin